C(OC1CCCC1)([O-])=O 3-cyclopentyl carbonate